1-[2-(1,2,3,4-tetrahydro-quinolin-8-yloxy)-pyridin-3-yl]-3-(4-trifluoromethoxyphenyl)-urea N1CCCC2=CC=CC(=C12)OC1=NC=CC=C1NC(=O)NC1=CC=C(C=C1)OC(F)(F)F